4-methylphenethyl-amine CC1=CC=C(CCN)C=C1